O1CCN(CC1)CCNC1=CC=C(C=N1)C=1N=CC=2N(C1)C(=CN2)C2=CC=C(C=C2)O 4-[6-[6-(2-morpholinoethyl-amino)-3-pyridyl]imidazo[1,2-a]pyrazin-3-yl]phenol